5-((1S,3R)-2-(3-((tert-butyldiphenylsilyl)oxy)-2,2-difluoropropyl)-3-methyl-2,3,4,9-tetrahydro-1H-pyrido[3,4-b]indol-1-yl)-N-((S)-piperidin-3-yl)thiazol-2-amine [Si](C1=CC=CC=C1)(C1=CC=CC=C1)(C(C)(C)C)OCC(CN1[C@@H](C=2NC3=CC=CC=C3C2C[C@H]1C)C1=CN=C(S1)N[C@@H]1CNCCC1)(F)F